chloro-2-(3-fluoro-2-methylphenyl)-3-(trifluoromethyl)pyridine ClC1=C(C(=NC=C1)C1=C(C(=CC=C1)F)C)C(F)(F)F